I\C=C/CC(C#N)C#N 2-((Z)-3-iodoallyl)-malononitrile